(E)-2-(methoxyimino)-N-methyl-2-[α-(2,5-xylyloxy)-o-tolyl]acetamide CO\N=C(\C(=O)NC)/C1=C(C=CC=C1)COC1=C(C=CC(=C1)C)C